thioxanthene-6-sulfonate C1=CC=CC=2SC3=CC(=CC=C3CC12)S(=O)(=O)[O-]